[C@@H]1([C@H](O)[C@@H](O)[C@H](O)[C@H](O1)CO)OC1=NC(=CC(=C1CC1=CC=C(C=C1)OC)C)OC 2-(beta-D-glucopyranosyloxy)-6-methoxy-3-(4-methoxybenzyl)-4-methylpyridine